BrC1=CC(=CC(=C1)SC(F)(F)F)OC(F)(F)F 1-bromo-3-(trifluoromethoxy)-5-(trifluoromethylthio)benzene